({[(2R,3S,4R,5R)-5-{2-chloro-6-[(pyridin-2-ylmethyl)amino]-9H-purin-9-yl}-3,4-dihydroxyoxolanyl-2-yl]methoxy}methyl)phosphonic acid ClC1=NC(=C2N=CN(C2=N1)[C@H]1[C@@H]([C@@H](C(O1)=COCP(O)(O)=O)O)O)NCC1=NC=CC=C1